(l)-2-(4-Methoxyphenylsulfonyl)-5-bromo-1,2,3,4-tetrahydroisoquinoline COC1=CC=C(C=C1)S(=O)(=O)N1CC2=CC=CC(=C2CC1)Br